FC=1C=C(CN2CC(CC(C2)C2=CC=C(C=C2)C(F)(F)F)CC(=O)O)C=CC1C(F)(F)F Anti-2-(1-(3-fluoro-4-(trifluoromethyl)benzyl)-5-(4-(trifluoromethyl)phenyl)piperidin-3-yl)acetic acid